FC1=C2C(N(C(NC2=C(C(=C1)C=C)F)=O)C)=O 5,8-difluoro-3-methyl-7-vinylquinazolin-2,4(1H,3H)-dione